C(C)(C)(C)C1=CC=C(C=C1)[SiH](C1=CC=C(C=C1)C(C)(C)C)C1=CC=C(C=C1)C(C)(C)C tris(p-tert-butylphenyl)silane